C(C)(C)(C)OC(NCCCCOC1=C(C=CC(=C1)OC)C1=CC=C(C=C1)C1=CC=C(C=C1)OCCCCC)=O tert-butyl(4-((4-methoxy-4''-(pentyloxy)-[1,1':4',1''-terphenyl]-2-yl)oxy)butyl)carbamate